NC=1C(=NC(=C(N1)N)Cl)C(=O)NC(NCCCCC1=CC=C(C=C1)C1=C(C=C(C=C1)CCCO)Cl)=N 3,5-diamino-6-chloro-N-(N-(4-(2'-chloro-4'-(3-hydroxypropyl)-[1,1'-biphenyl]-4-yl)butyl)carbamimidoyl)pyrazine-2-carboxamide